CN(C=1C(C(=O)O)=CC=CC1)C.CC1=C(C(OC)=O)C=CC(=C1)O methyl-methylparaben (DIMETHYL ANTHRANILATE)